FC=1C=C(C=CC1OC1=NC=CC(=N1)C)C=1C(=C2N(C=NC(=C2)C=2C=NN(C2)C)C1C1=C(C=C(C=C1)NC(C(=C)F)=O)C)C(=O)N 6-(3-fluoro-4-((4-methylpyrimidin-2-yl)oxy)phenyl)-7-(4-(2-fluoroacrylamido)-2-methylphenyl)-3-(1-methyl-1H-pyrazol-4-yl)pyrrolo[1,2-c]pyrimidine-5-carboxamide